C(N)(O)=O.ON1C(CCC1=O)=O N-hydroxysuccinimide carbamate